6-(4-((1,2-dimethyl-1H-imidazol-5-yl)sulfonyl)piperazin-1-yl)-7-methylimidazo[1,2-b]pyridazine CN1C(=NC=C1S(=O)(=O)N1CCN(CC1)C=1C(=CC=2N(N1)C=CN2)C)C